4-(pyrazinylamino)cyclohexanone N1=C(C=NC=C1)NC1CCC(CC1)=O